P(=O)([O-])([O-])[O-].[C+4].[K+].[O+2].[Ti+4] titanium oxygen potassium carbon phosphate